carbamic acid-4-fluorobenzyl ester FC1=CC=C(COC(N)=O)C=C1